3-(4-(2,4-difluorobenzyloxy)-3-bromo-6-methyl-2-oxopyridin-1(2H)-yl)-N-isopropylbenzamide FC1=C(COC2=C(C(N(C(=C2)C)C=2C=C(C(=O)NC(C)C)C=CC2)=O)Br)C=CC(=C1)F